C(C)(C)(C)C1=C(C(=CC(=C1)C)C(C)(C)C)O 2,6-ditert-butyl-4-methyl-phenol